(M)-2-(4-(4-(aminomethyl)-1-oxo-1,2-dihydrophthalazin-6-yl)-1-(difluoromethyl)-1H-pyrazol-5-yl)-4-chloro-6-cyclopropoxy-3-fluorobenzonitrile NCC1=NNC(C2=CC=C(C=C12)C=1C=NN(C1C1=C(C#N)C(=CC(=C1F)Cl)OC1CC1)C(F)F)=O